C1(CCCCC1)N(C1=C(C(N(C=2C=CC(=NC12)C#N)CC#C)=O)C#N)C 8-[cyclohexyl(methyl)amino]-6-oxo-5-(prop-2-yn-1-yl)-5,6-dihydro-1,5-naphthyridine-2,7-dicarbonitrile